(3R)-3-{[2-(3-fluoro-4-methoxyphenyl)[1,2,4]triazolo[1,5-c]quinazolin-5-yl]amino}azepin-2-one FC=1C=C(C=CC1OC)C1=NN2C(=NC=3C=CC=CC3C2=N1)NC=1C(N=CC=CC1)=O